(R or S)-6-(2,2-difluorocyclopropyl)-N-(8-fluoro-7-(2-hydroxypropan-2-yl)-2-(piperidin-4-yl)imidazo[1,2-a]pyridin-6-yl)pyridinecarboxamide FC1([C@H](C1)C1=CC=CC(=N1)C(=O)NC=1C(=C(C=2N(C1)C=C(N2)C2CCNCC2)F)C(C)(C)O)F |o1:2|